COC=1C=C(C=CC1)C1(CCN(CC1)C(=O)OC(C)(C)C)C(=O)OC 1-(tert-butyl) 4-methyl 4-(3-methoxyphenyl)piperidine-1,4-dicarboxylate